C12OC=CC(C=CN1)C2 2-oxa-8-azabicyclo[3.3.1]Nonane-3,6-diene